FC(C1=C(C=CC(=C1)C(F)(F)F)CC(=O)N(CC=1OC(=NN1)C=1N=NC(=CC1)OC)C1=CC=C(C=C1)F)(F)F 2-[2,4-bis(trifluoromethyl)phenyl]-N-(4-fluorophenyl)-N-{[5-(6-methoxy-1,2-diazin-3-yl)-1,3,4-oxadiazol-2-yl]methyl}acetamide